FC1=CC=C(C=C1)N(C=1C=C(C=CC1)O)C1=CC=C(C=C1)F 3-[bis(4-Fluorophenyl)amino]phenol